ClC1=C(C=CC=C1)C1=C(C2=C(N=C(N=C2)NC2=CC=CC=C2)N(C1=O)C)C#C 6-(2-chlorophenyl)-5-ethynyl-8-methyl-2-(phenylamino)pyrido[2,3-d]pyrimidin-7(8H)-one